[Si](C)(C)(C(C)(C)C)OC[C@H]1OC[C@@](CN(C1)C(=O)OC(C)(C)C)(C)O tert-butyl (2S,6S)-2-{[(tert-butyldimethylsilyl)oxy]methyl}-6-hydroxy-6-methyl-1,4-oxazepane-4-carboxylate